CN1C(=NC=C1)C(O)C=1N(C=CN1)C bis((N-methyl)imidazol-2-yl)carbinol